2-chloro-1-(4-(2-(3,4-dimethoxyphenyl)-3-isopropyl-1H-indol-5-yl)-5,6-dihydropyridin-1(2H)-yl)ethanone ClCC(=O)N1CC=C(CC1)C=1C=C2C(=C(NC2=CC1)C1=CC(=C(C=C1)OC)OC)C(C)C